C(C1=CC=CC=C1)(=O)N1C=C(C2=CC(=CC=C12)N1CCOCC1)/C=C/C(=O)C1=CC=NC=C1 (E)-3-(1-benzoyl-5-morpholinyl-1H-indol-3-yl)-1-(pyridin-4-yl)prop-2-en-1-one